7-Bromo-4-[2-[tert-butyl-(dimethyl)silyl]oxyethyl]-2,3-dihydro-1,4-benzoxazepin-5-one BrC=1C=CC2=C(C(N(CCO2)CCO[Si](C)(C)C(C)(C)C)=O)C1